5-(tert-butyl)-11-(difluoromethoxy)-4-hydroxy-2-oxo-1,2,5,6-tetrahydroindolo[1,2-h][1,7]naphthyridine C(C)(C)(C)C1C=2C(=CC(NC2C=2N(C1)C=1C=CC=C(C1C2)OC(F)F)=O)O